CC1(N(CCC1)CCNC=1C=NC2=CC=C(N=C2C1)C=1C(=NNC1)C1=NC(=CC=C1)C)C N-[2-(2,2-dimethylpyrrolidin-1-yl)ethyl]-6-[3-(6-methyl-2-pyridyl)-1H-pyrazol-4-yl]-1,5-naphthyridin-3-amine